CC1=C(C=C(C(=C1)C)C)C=CC=CC1=C(C=C(C(=C1)C)C)C 1,4-bis(2,4,5-trimethylphenyl)buta-1,3-diene